N,N'-diallyl-3,3'-bicarbazole C(C=C)N1C2=CC=CC=C2C=2C=C(C=CC12)C=1C=CC=2N(C3=CC=CC=C3C2C1)CC=C